OCC[NH+]1CCNCC1 1-(2-hydroxyethyl)piperazinium